N-methyl-N-(5-nitro-2-pyridyl)ethylenediamine lithium dichloride (2,2,6,6-tetramethylpiperidine) salt CC1(NC(CCC1)(C)C)C.[Cl-].[Cl-].[Li+].CN(CCN)C1=NC=C(C=C1)[N+](=O)[O-].[Li+]